N[C@@H](CC1=CC=C(C=C1)O)C(=O)O.N[C@@H](CC1=CC=C(C=C1)O)C(=O)O.N[C@@H](CC1=CC=C(C=C1)O)C(=O)O.[Cr] chromium tris-tyrosine